FC(C(=O)O)(F)F.COC=1C=C(C=C(C1)C)NC1=NC=C(C(=N1)NC=1C=C(C2=C(NC(O2)=O)C1)C)F 5-(2-(3-methoxy-5-methylphenylamino)-5-fluoropyrimidin-4-ylamino)-7-methylbenzo[d]oxazol-2(3H)-one trifluoroacetate salt